BrC1=CC(=C(C(=O)OC)C=C1Cl)CBr methyl 4-bromo-2-(bromomethyl)-5-chlorobenzoate